C(C1CO1)C1C(C(C(C(C1N)CC1CO1)CC1CO1)N)CC1CO1 tetraglycidyl-1,4-diaminocyclohexane